BrC1=CC=C(OCC2N(CCC2)C)C=C1 2-[(4-Bromophenoxy)methyl]-1-methyl-pyrrolidine